Cl.N1CC(C1)[C@@H]1CN(CCC1)CCO (R)-2-(3-(azetidin-3-yl)piperidin-1-yl)ethan-1-ol hydrochloride